BrC1=CC(=CC2=C1C=1C=CC3=C(C=CC=4C5=C(C=CC6=C(C=C2C(C1C34)=C65)Br)C6=CC=CC=C6)C6=CC=CC=C6)C6=CC=CC=C6 1,6-dibromo-3,9,12-triphenylnaphtho[1,2,3,4-ghi]perylene